dibenzo[b,d]Thiophen-3-amine C1=CC(=CC=2SC3=C(C21)C=CC=C3)N